(2R)-2,6-difluorotetrahydro-1H-pyrrolizine F[C@@H]1CC2=CC(CN2C1)F